Cl.NC1=NC=CC(=C1F)CC=1C(=C(C(=C(C(=O)O)C1)NC1=C(C=C(C=C1)C=O)F)F)F 5-((2-amino-3-fluoropyridin-4-yl)methyl)-3,4-difluoro-2-((2-fluoro-4-formylphenyl)amino)benzoic acid hydrochloride